C(C)OC(CO)C=C 2-ethoxy-but-3-en-1-ol